C1(=CC=CC=C1)CCCC1=NOC(=N1)[C@H]1N(CCC1)C(=O)OC Methyl (S)-2-(3-(3-phenylpropyl)-1,2,4-oxadiazol-5-yl)pyrrolidine-1-carboxylate